C(CCCCCCCCCCC\C=C/CCCC)=O (Z)-octadec-13-enal